8-(methylsulfonyl)-3-(2-(4-(2-morpholinophenyl)piperazin-1-yl)ethyl)-2-oxa-8-azaspiro[4.5]decan-1-one formate C(=O)O.CS(=O)(=O)N1CCC2(CC(OC2=O)CCN2CCN(CC2)C2=C(C=CC=C2)N2CCOCC2)CC1